FC(C1=CC=C(CCN2CCC3(CC2)C2=C(NC(O3)=O)C=CC=C2)C=C1)(F)F r-(4-(trifluoromethyl)phenethyl)spiro[benzo[d][1,3]oxazine-4,4'-piperidin]-2(1H)-one